5-[3-[8-bromo-3-(2,2,2-trifluoroethyl)indolizin-2-yl]prop-2-ynylamino]-6-methoxypyridine-2-carboxylic acid methyl ester COC(=O)C1=NC(=C(C=C1)NCC#CC=1C=C2C(=CC=CN2C1CC(F)(F)F)Br)OC